6-amino-2-methoxy-3-(2H-1,2,3-triazol-2-yl)isonicotinic acid NC=1N=C(C(=C(C(=O)O)C1)N1N=CC=N1)OC